3-(4-((2-cyclopropylethyl)(1-(4-methoxybenzyl)-4-oxa-1-azaspiro[5.5]undecan-9-yl)amino)-1-oxoisoindolin-2-yl)piperidine-2,6-dione C1(CC1)CCN(C1=C2CN(C(C2=CC=C1)=O)C1C(NC(CC1)=O)=O)C1CCC2(COCCN2CC2=CC=C(C=C2)OC)CC1